3-(5-(2-(1-((5-((1r,3r)-3-((5-(5-methyl-5H-pyrido[4,3-b]indol-7-yl)pyridin-2-yl)oxy)cyclobutoxy)pyridin-2-yl)ethynyl)cyclopropoxy)ethoxy)-1-oxoisoindolin-2-yl)piperidine-2,6-dione CN1C2=C(C=3C=CC(=CC13)C=1C=CC(=NC1)OC1CC(C1)OC=1C=CC(=NC1)C#CC1(CC1)OCCOC=1C=C3CN(C(C3=CC1)=O)C1C(NC(CC1)=O)=O)C=NC=C2